3-(p-isopropylphenyl)-propanal C(C)(C)C1=CC=C(C=C1)CCC=O